tert-Butyl 4-(5-chloro-2-fluoropyridin-3-yl)-4-fluoro-3-methylpiperidine-1-carboxylate ClC=1C=C(C(=NC1)F)C1(C(CN(CC1)C(=O)OC(C)(C)C)C)F